CC1=C(C(=O)NC2=CC=CC=C2)C=CC=C1 2-methylbenzoyl-aniline